N1(CCNCC1)C(=O)C1=CC=C(C=C1)C=1C=C2C(=NNC2=CC1)C(=O)NC1=CC=NC=C1 5-(4-(Piperazine-1-carbonyl)phenyl)-N-(pyridin-4-yl)-1H-indazole-3-carboxamide